C(C)S(=O)(=O)C=1C(=NC2=CC(=CC=C2C1)C(F)(F)F)C=O 3-ethylsulfonyl-7-(trifluoromethyl)quinoline-2-carbaldehyde